methyl 3-((4-aminobenzyl)(methyl)amino)cyclopentane-1-carboxylate NC1=CC=C(CN(C2CC(CC2)C(=O)OC)C)C=C1